7-nitro-N-propylspiro[benzo[d]imidazole-2,1'-cyclohexan]-4-amine [N+](=O)([O-])C1=CC=C(C=2C1=NC1(CCCCC1)N2)NCCC